4-bromo-5-chloro-6-fluoro-1H-indazol-7-amine BrC1=C2C=NNC2=C(C(=C1Cl)F)N